3-(4-amino-1-oxo-1,3-dihydroisoindol-2-yl)-1-prop-2-ynylpiperidine-2,6-dione NC1=C2CN(C(C2=CC=C1)=O)C1C(N(C(CC1)=O)CC#C)=O